N1=CN=CC(=C1)C=1C=NC=2CCN=CC2C1 3-(pyrimidin-5-yl)-7,8-dihydro-1,6-naphthyridin